C(=O)N1CC2=CC=CC=C2C[C@@H]1C(=O)N1CC(=CCC1)C=1C=C(C2=C(C=C(O2)C(=O)N(C)C)C1)C1=C(C=CC=C1)OC (R)-5-(1-(2-formyl-1,2,3,4-tetrahydroisoquinoline-3-carbonyl)-1,2,5,6-tetrahydropyridin-3-yl)-7-(2-methoxyphenyl)-N,N-dimethylbenzofuran-2-carboxamide